4-[2-(benzylamino)-2-oxoethoxy]-N-(2,3-dimethylphenyl)benzamide C(C1=CC=CC=C1)NC(COC1=CC=C(C(=O)NC2=C(C(=CC=C2)C)C)C=C1)=O